tert-butyl ((S)-1-(((R)-1-acetylpyrrolidin-3-yl)amino)-5-(2-nitro-1H-benzo[d]imidazol-1-yl)-1-oxopentan-2-yl)carbamate C(C)(=O)N1C[C@@H](CC1)NC([C@H](CCCN1C(=NC2=C1C=CC=C2)[N+](=O)[O-])NC(OC(C)(C)C)=O)=O